monon-propyl-titanium C(CC)[Ti]